FC1=CC=C(C=C1)NC(=O)NC=1C(=NC=CC1)OC1=CC(=CC=C1)C(F)(F)F 1-(4-fluorophenyl)-3-(2-(3-(trifluoromethyl)phenoxy)pyridin-3-yl)urea